COC1=C(CNC2=NC=NC3=C2C2=C(CCC(N4C2=CC=2C=CC(=CC42)C(=O)O)=O)N3C(C)C)C=CC(=C1)OC 1-((2,4-dimethoxybenzyl)amino)-5-isopropyl-8-oxo-5,6,7,8-tetrahydropyrimido[5'',4'':4',5']pyrrolo[3',2':3,4]azepino[1,2-a]indole-11-carboxylic Acid